ClC1=NC(=CC=C1OC[C@](CC(C)C)(N)C)C1=CC=NC2=CC(=CC(=C12)F)F (S)-1-((2-chloro-6-(5,7-difluoroquinolin-4-yl)pyridin-3-yl)oxy)-2,4-dimethylpentan-2-amine